9,9-bis(4-glycidoxy-3,5-dichlorophenyl)fluorene C(C1CO1)OC1=C(C=C(C=C1Cl)C1(C2=CC=CC=C2C=2C=CC=CC12)C1=CC(=C(C(=C1)Cl)OCC1CO1)Cl)Cl